ClC1=CC=C(C=N1)C[N+]1=C2N(C(C(=C1)C1=CN(C3=CC=CC=C13)C)=O)C=CC=C2 1-((6-chloropyridin-3-yl)methyl)-3-(1-methyl-1H-indol-3-yl)-4-oxo-4H-pyrido[1,2-a]pyrimidinium